3-(trifluoromethyl)-5-(2-pyridyl)pyrazolate FC(C1(N=NC(=C1)C1=NC=CC=C1)C(=O)[O-])(F)F